2,5-dioxo-4-imidazolidinylurea O=C1NC(C(N1)NC(=O)N)=O